3-phenyl-1-(m-tolyl)hept-6-en-1-yn-3-ol C1(=CC=CC=C1)C(C#CC=1C=C(C=CC1)C)(CCC=C)O